N1=NC=CC=C1 1,2-Diazin